(S)-4-(4-((1-(7-amino-2-(furan-2-yl)-[1,2,4]triazolo[1,5-a][1,3,5]triazin-5-yl)piperidin-3-yl)methyl)piperazin-1-yl)benzamide NC1=NC(=NC=2N1N=C(N2)C=2OC=CC2)N2C[C@@H](CCC2)CN2CCN(CC2)C2=CC=C(C(=O)N)C=C2